C1(CCCC1)N1[C@@H](C(N(C=2C=NC(=NC12)NC1=C(C=C(C(=O)N2CC3CN(CC3C2)C(=O)OC(C)(C)C)C=C1)OC)C)=O)CC tert-butyl 2-[4-[[(7R)-8-cyclopentyl-7-ethyl-5-methyl-6-oxo-7H-pteridin-2-yl]amino]-3-methoxy-benzoyl]-1,3,3a,4,6,6a-hexahydropyrrolo[3,4-c]pyrrole-5-carboxylate